(2R)-1-methyl-pyrrolidine CN1CCCC1